FC=1C=C(C=C(C1)C1=NNC2=NC=C(C=C21)C2=CC(=CC=C2)S(=O)(=O)C)NC(=O)NC2=CC=C(C=C2)C(F)(F)F 1-(3-fluoro-5-(5-(3-(methylsulfonyl)phenyl)-1H-pyrazolo[3,4-b]pyridin-3-yl)phenyl)-3-(4-(trifluoromethyl)phenyl)urea